FC=1C(=NC=C(C1)N1CCCC1)NC(C1=C(C=CC(=C1)[N+](=O)[O-])SC1=NN=NN1C)=O N-[3-fluoro-5-(pyrrolidin-1-yl)pyridin-2-yl]-2-[(1-methyl-1H-1,2,3,4-tetrazol-5-yl)sulfanyl]-5-nitrobenzamide